CN(S(=O)(=O)C(C(C(C(C(C(C(C(F)(F)F)(F)F)(F)F)(F)F)(F)F)(F)F)(F)F)(F)F)C(C(=O)O)(F)F methylperfluorooctanesulfonamidoacetic acid